CC1=NN(C2=NC=C(C=C21)CO)C2OCCCC2 [3-methyl-1-(oxan-2-yl)pyrazolo[3,4-b]pyridin-5-yl]methanol